2-(6'-bromo-1',3'-dioxo-spiro[cyclopropane-1,4'-isoquinoline]-2'-yl)-N-(5-chloropyrimidin-2-yl)acetamide BrC=1C=C2C3(C(N(C(C2=CC1)=O)CC(=O)NC1=NC=C(C=N1)Cl)=O)CC3